1-((6-(2,2'-dichloro-3'-(1,3-dimethyl-2,4-dioxo-1,2,3,4-tetrahydropyrimidine-5-carboxamido)-[1,1'-biphenyl]-3-yl)-4-methoxypyridin-3-yl)methyl)azetidine-3-carboxylic acid ClC1=C(C=CC=C1C1=CC(=C(C=N1)CN1CC(C1)C(=O)O)OC)C1=C(C(=CC=C1)NC(=O)C=1C(N(C(N(C1)C)=O)C)=O)Cl